N-(imidazo[1,2-b]pyridazin-3-yl)-6-methoxy-2-((1S,2S)-2-methyl-4-(N-methylacetamido)cyclohexyl)-2H-indazole-5-carboxamide N=1C=C(N2N=CC=CC21)NC(=O)C2=CC1=CN(N=C1C=C2OC)[C@@H]2[C@H](CC(CC2)N(C(C)=O)C)C